2'-chloro-5'-methoxy-6-methyl-N-[6-(morpholin-3-yl)-1,3-benzothiazol-2-yl]-[4,4'-bipyridine]-3-carboxamide ClC1=NC=C(C(=C1)C1=C(C=NC(=C1)C)C(=O)NC=1SC2=C(N1)C=CC(=C2)C2NCCOC2)OC